methyl 2-(1-{2-[(4-{[6-(5-chloro-2-fluorophenyl)-3-methylpyridazin-4-yl]amino}pyridin-2-yl)carbamoyl]ethyl} piperazin-2-yl)acetate ClC=1C=CC(=C(C1)C1=CC(=C(N=N1)C)NC1=CC(=NC=C1)NC(=O)CCN1C(CNCC1)CC(=O)OC)F